BrC1=CC2=C(C(=N1)N1CCC(CC1)(F)F)N=CO2 6-Bromo-4-(4,4-difluoropiperidin-1-yl)oxazolo[4,5-c]pyridine